ClC1=CC=C(C(=N1)C(CC(=O)OC)=O)[N+](=O)[O-] methyl 3-(6-chloro-3-nitropyridin-2-yl)-3-oxopropanoate